COC(=O)C1=CC2=CN(N=C2C=C1OC1CCC1)C12COC(CC1)(CC2)C.CC2=C(C(=O)N[C@H](C)C1=CC=CC3=CC=CC=C13)C=C(C=C2)C=2CCNCC2 2-methyl-N-[(1R)-1-(1-naphthyl)ethyl]-5-(1,2,3,6-tetrahydropyridin-4-yl)benzamide Methyl-6-cyclobutoxy-2-(1-methyl-2-oxabicyclo[2.2.2]octan-4-yl)-2H-indazole-5-carboxylate